NCC(=O)N1C(C=2N(CC1)C(=C(N2)C2=CC(=C(C=C2)F)COC)NC2=CC=C(C=C2)F)(C)C 2-amino-1-(2-(4-fluoro-3-(methoxymethyl)phenyl)-3-((4-fluorophenyl)amino)-8,8-dimethyl-5,6-dihydroimidazo[1,2-a]pyrazin-7(8H)-yl)ethan-1-one